3-fluoro-2-methylbenzene FC=1C(=CC=CC1)C